ClC1=NC=C(C(=N1)C=1C=C(C2=C(N(C(=N2)C)C(C)C)C1)F)F 6-(2-chloro-5-fluoro-pyrimidin-4-yl)-4-fluoro-1-isopropyl-2-methyl-1H-benzimidazole